N,N-bis-hydroxyethylamid OCC[N-]CCO